FC(C(=O)O)(F)F.C(C1=CC=CC=C1)N1N=CC(=C1)C(=O)N1CC2(CNC2)[C@@H](C1)C(=O)NCC=1N=NC(=CC1)C (S)-6-(1-benzyl-1H-pyrazole-4-carbonyl)-N-((6-methylpyridazin-3-yl)methyl)-2,6-diazaspiro[3.4]octane-8-carboxamide 2,2,2-trifluoroacetate